C1(CC1)C=1N=CC=2C3=C(C=C(C2C1)S(=O)(=O)NCC(C)(C)F)C(CO3)O 7-cyclopropyl-N-(2-fluoro-2-methylpropyl)-3-hydroxy-2,3-dihydrofuro[3,2-h]isoquinoline-5-sulfonamide